1,3,5-Tris(4-(tert-butyl)-3-hydroxy-2,6-dimethylbenzyl)-1,3,5-triazinane-2,4,6-trione C(C)(C)(C)C1=C(C(=C(CN2C(N(C(N(C2=O)CC2=C(C(=C(C=C2C)C(C)(C)C)O)C)=O)CC2=C(C(=C(C=C2C)C(C)(C)C)O)C)=O)C(=C1)C)C)O